C(CC)(=O)[O-].N1C=[NH+]C=C1.[NH4+].C(CC)(=O)[O-] ammonium imidazolium propionate